S(=O)(=O)(N)[O-] sulfamidate